OC1=C(C=CC=C1)C=1C=C(C(=O)N)C=CN1 2-(2-hydroxyphenyl)isonicotinamide